ClC=1C=NC(=NC1)N1C[C@H]([C@H](CC1)C1C[C@H]2CC[C@@H](C1)N2C(=O)OC(C)(C)C)OCC tert-butyl (1R,3s,5S)-3-((3S,4R)-1-(5-chloropyrimidin-2-yl)-3-ethoxypiperidin-4-yl)-8-azabicyclo[3.2.1]octane-8-carboxylate